C[C@H]1CN(C[C@H](O1)C)C1CCC(CC1)N1N=C(C(=C1)NC1=NC=CC=N1)OCC1COC1 N-(1-((1r,4r)-4-((2S,6r)-2,6-dimethylmorpholinyl)cyclohexyl)-3-(oxetan-3-ylmethoxy)-1H-pyrazol-4-yl)pyrimidin-2-amine